6-meth-oxypyridin-3-amine COC1=CC=C(C=N1)N